[N+](=O)([O-])C=1C=C2C(=NC1)NC(=C2)C2=CC=CC=C2 5-Nitro-2-phenyl-1H-pyrrolo[2,3-b]pyridine